2-((3,5-dicyano-4-ethyl-6-(4-methyl-1,4-diazepan-1-yl)pyridin-2-yl)sulfanyl)-2-(2,5-difluoropyridin-4-yl)acetamide C(#N)C=1C(=NC(=C(C1CC)C#N)N1CCN(CCC1)C)SC(C(=O)N)C1=CC(=NC=C1F)F